9,10-Anthraquinone-2-Sulfonic Acid Sodium Salt [Na+].C1=C(C=CC=2C(C3=CC=CC=C3C(C12)=O)=O)S(=O)(=O)[O-]